[8-[[4-(1-hydroxy-1-methyl-ethyl)phenyl]methylamino]-4-methyl-pyrimido[4',5':4,5]thieno[2,3-c]pyridazin-3-yl]methyl acetate C(C)(=O)OCC1=C(C2=C(N=N1)SC1=C2N=CN=C1NCC1=CC=C(C=C1)C(C)(C)O)C